6-[4-[2-[2-[2-[2-[2-[2-(2-methoxyethoxy)ethoxy]ethoxy]ethoxy]ethoxy]ethoxy]ethoxy]phenyl]pyrrolo[1,2-b]pyridazine-3-carboxamidine COCCOCCOCCOCCOCCOCCOCCOC1=CC=C(C=C1)C=1C=C2N(N=CC(=C2)C(=N)N)C1